CCCCCCCC/C=C\CCCCCCCC(=O)OC[C@H](COP(=O)([O-])OCC[N+](C)(C)C)OC(=O)CC/C=C\C/C=C\C/C=C\C/C=C\C/C=C\C/C=C\CC 1-(9Z-octadecenoyl)-2-(4Z,7Z,10Z,13Z,16Z,19Z-docosahexaenoyl)-sn-glycero-3-phosphocholine